FC=1C(=CC(=C(NCC#CC=2C=C(C3=C(N(C=N3)CC(F)(F)F)C2)C(=O)N[C@@H]2[C@H](CN(CC2)C2COCC2)C)C1)OC)C(NC)=O 6-[3-[5-Fluoro-2-methoxy-4-(methylcarbamoyl)anilino]prop-1-ynyl]-N-[(3S,4S)-3-methyl-1-tetrahydrofuran-3-yl-4-piperidyl]-1-(2,2,2-trifluoroethyl)benzimidazole-4-carboxamide